CC1(N=N1)CCC(=O)NCCCC[C@@H](C(=O)O)NC(=O)OC(C)(C)C (2S)-6-[[3-(3-methyldiazirin-3-yl)propanoyl]amino]-2-[(2-methylpropan-2-yl)oxycarbonylamino]hexanoic acid